FC1=C(OC2=C(C=C(C=C2)N2C(NC(C2=O)CC)=O)C=2C3=C(C(N(C2)C)=O)NC=C3)C=CC(=C1)F 3-(4-(2,4-difluorophenoxy)-3-(6-methyl-7-oxo-6,7-dihydro-1H-pyrrolo[2,3-c]pyridin-4-yl)phenyl)-5-ethylimidazoline-2,4-dione